((3,6-dimethoxynaphthalen-2-yl)ethynyl)trimethylsilane COC=1C(=CC2=CC=C(C=C2C1)OC)C#C[Si](C)(C)C